2-{3-[(2R,6S)-2,6-dimethylmorpholine-4-carbonyl]-5,6-dihydrocyclopenta[c]pyrazol-1(4H)-yl}-1-{4-[4-methyl-3-(trifluoromethyl)phenyl]piperidin-1-yl}ethan-1-one C[C@@H]1CN(C[C@@H](O1)C)C(=O)C=1C2=C(N(N1)CC(=O)N1CCC(CC1)C1=CC(=C(C=C1)C)C(F)(F)F)CCC2